1,3,5,7,9-Pentamethyl-1,1,3,5,7,9,9-heptaphenylpentasiloxan C[Si](O[Si](O[Si](O[Si](O[Si](C1=CC=CC=C1)(C1=CC=CC=C1)C)(C1=CC=CC=C1)C)(C1=CC=CC=C1)C)(C1=CC=CC=C1)C)(C1=CC=CC=C1)C1=CC=CC=C1